COC1=C(C=O)C(=CC(=C1)C=1C2=C(C(N(C1)C)=O)NN=C2)OC 2,6-dimethoxy-4-(6-methyl-7-oxo-1H-pyrazolo[3,4-c]Pyridin-4-yl)benzaldehyde